FC1=C(C(=C(C(=C1F)C)F)F)B(C1=C(C(=C(C(=C1F)F)C)F)F)C1=C(C(=C(C(=C1F)F)C)F)F tris(2,3,5,6-tetrafluoro-4-methylphenyl)borane